ClC1=NC=C(C=C1)C 2-chloro-5-methylpyridin